C=1(C(=CC=CC1)C=1C(=CC=CC1)O)O 2,2'-Biphenol